C1=CC=CC=2C3=CC=CC=C3N(C12)CCCCCCCCCCCCCCCC(=O)O 16-(9H-carbazol-9-yl)hexadecanoic acid